ClC=1C=NC(=C(C(=O)NC2CCC(CC2)CN2C(N(C3=C2C=CC=C3)C3=C(C=NC=C3)Cl)=O)C1)C(F)(F)F 5-chloro-N-((1r,4r)-4-((3-(3-chloropyridin-4-yl)-2-oxo-2,3-dihydro-1H-benzo[d]imidazol-1-yl)methyl)cyclohexyl)-2-(trifluoromethyl)nicotinamide